FC1=CC(=C(C#N)C=C1)N[C@H](C)C=1C=C(C=C2C(C(=C(OC12)C1=C(C=CC=C1)F)C)=O)C 4-Fluoro-2-[[(1R)-1-[2-(2-fluorophenyl)-3,6-dimethyl-4-oxo-chromen-8-yl]ethyl]amino]benzonitrile